methyl (S)-3-(2-(1H-indol-6-yl)acetamido)-1-(5-(trifluoromethyl)pyridin-3-yl)pyrrolidine-3-carboxylate N1C=CC2=CC=C(C=C12)CC(=O)N[C@@]1(CN(CC1)C=1C=NC=C(C1)C(F)(F)F)C(=O)OC